methyl-5-mercapto-1,2,4-triazole-3-carboxylic acid COC(=O)C1=NNC(=N1)S